tert-butyl (1-((3-(4-((4-(2-(2,6-dioxopiperidin-3-yl)-1-oxoisoindolin-5-yl)-piperazin-1-yl)-methyl)piperidin-1-yl)phenyl)sulfonyl)piperidin-4-yl)carbamate O=C1NC(CCC1N1C(C2=CC=C(C=C2C1)N1CCN(CC1)CC1CCN(CC1)C=1C=C(C=CC1)S(=O)(=O)N1CCC(CC1)NC(OC(C)(C)C)=O)=O)=O